3-(5-(((3S,4S)-4-fluoropiperidin-3-yl)oxy)-1-oxoisoindolin-2-yl)piperidine-2,6-dione F[C@@H]1[C@H](CNCC1)OC=1C=C2CN(C(C2=CC1)=O)C1C(NC(CC1)=O)=O